C(C=C)(=O)N1C[C@H](CC1)C1=NN(C=2C(=NNC(C21)=O)N)C2=CC=C(C=C2)OC2=CC=CC=C2 (S)-3-(1-acryloylpyrrolidin-3-yl)-7-amino-1-(4-phenoxyphenyl)-1,5-dihydro-4H-pyrazolo[3,4-d]pyridazin-4-one